tert-butyl 4-(2-(((tert-butyldiphenylsilyl)oxy)methyl)-1-(6-(4-(1,4-dimethyl-1H-pyrazol-5-yl)piperidin-1-yl)-2-(trifluoromethyl)pyrimidin-4-yl)azetidin-3-yl)piperazine-1-carboxylate [Si](C1=CC=CC=C1)(C1=CC=CC=C1)(C(C)(C)C)OCC1N(CC1N1CCN(CC1)C(=O)OC(C)(C)C)C1=NC(=NC(=C1)N1CCC(CC1)C1=C(C=NN1C)C)C(F)(F)F